(3S)-4-amino-N-((trans-4-hydroxycyclohexyl)methyl)-3-methyl-N-((5-(trifluoromethyl)-2-pyridinyl)methyl)-1,3-dihydrofuro[3,4-c]quinoline-8-carboxamide NC1=NC=2C=CC(=CC2C2=C1[C@@H](OC2)C)C(=O)N(CC2=NC=C(C=C2)C(F)(F)F)C[C@@H]2CC[C@H](CC2)O